CN[C@@H](CCC1=CC=C(C=C1)O)C(=O)O N-methyl-L-homotyrosine